(3Z)-3-(dimethylaminomethylene)-5-methyl-2,4-dioxo-hexanoic acid methyl ester COC(C(\C(\C(C(C)C)=O)=C/N(C)C)=O)=O